2-(5-(8-((S)-pyrrolidin-2-yl)isochroman-6-yl)-1H-pyrrolo[2,3-b]pyridin-3-yl)Propionitrile N1[C@@H](CCC1)C=1C=C(C=C2CCOCC12)C=1C=C2C(=NC1)NC=C2C(C#N)C